C(C1=CC=CC=C1)OC(=O)N1[C@H](OC([C@@H]1CC(CC=C)(C)C)=O)C(C)(C)C.C[Si](OC1=CC=CC=C1)(OC1=CC=CC=C1)C1=C(C=CC=C1)O methyl-(hydroxyphenyl)diphenoxysilane Benzyl-(2R,4S)-2-(tert-butyl)-4-(2,2-dimethylpent-4-en-1-yl)-5-oxooxazolidine-3-carboxylate